2,6-dimethylpiperidinyl-levulinic acid CC1N(C(CCC1)C)C(C(=O)O)CC(=O)C